1-(6-(4-((4-([1,2,4]triazolo[1,5-a]pyridin-7-yloxy)-3-methylphenyl)amino)thieno[2,3-d]pyrimidin-6-yl)-2,6-diazaspiro[3.4]octan-2-yl)prop-2-en-1-one N=1C=NN2C1C=C(C=C2)OC2=C(C=C(C=C2)NC=2C1=C(N=CN2)SC(=C1)N1CC2(CN(C2)C(C=C)=O)CC1)C